N-(5-Cyano-4-(2-(dimethylamino)ethoxy)pyridin-2-yl)-6-(2-fluoro-4-(5-methyl-1,2,4-oxadiazol-3-yl)phenyl)nicotinamid C(#N)C=1C(=CC(=NC1)NC(C1=CN=C(C=C1)C1=C(C=C(C=C1)C1=NOC(=N1)C)F)=O)OCCN(C)C